C(C)(C)OC=1C=CC(=NC1)C1(NSC=N1)N(C1=NC=CC=C1C)C(C)C 3-(5-isopropoxypyridin-2-yl)-N-isopropyl-N-(3-methylpyridin-2-yl)-1,2,4-thiadiazolamine